C(C1=CC=CC=C1)=C(CC(=O)N)C 3-benzylidenebutyramide